3-Isothiocyanatobutene N(=C=S)C(C=C)C